(R)-(2,6-dioxopiperidin-3-yl)-1-oxoisoindoline-5-carboxamide O=C1NC(CC[C@H]1N1C(C2=CC=C(C=C2C1)C(=O)N)=O)=O